C(C)(C)(C)OC(=O)N1C[C@H]2C([C@H]2C1)C=O.ClCCNS(=O)(=O)C1=CC=C(C=C1)C=1C(=NC=CC1)F |o1:9,11| N-(2-chloroethyl)-4-(2-fluoropyridin-3-yl)benzenesulfonamide tert-butyl-rel-(1R,5S,6s)-6-formyl-3-azabicyclo[3.1.0]hexane-3-carboxylate